O1C=C(C=C1)B(O)O furan-3-ylboronic acid